5-(4-amino-3-methylsulfanyl-phenoxy)-1H-1,8-naphthyridin-2-one NC1=C(C=C(OC2=C3C=CC(NC3=NC=C2)=O)C=C1)SC